[Cl-].[Cl-].C[Zr](C1C=CC2=C(C=CC=C12)C1=CC=CC=C1)(C1C=C(C=C1)CCCC)([SiH3])([SiH3])(C)(C)C Tetramethyldisilyl-(3-butyl-cyclopentadienyl)(4-phenyl-indenyl)zirconium dichloride